ClC=1C(=C(C=CC1)C(C)(C#N)C1=NC(=NC=C1C(=O)OCC)S(=O)(=O)C)F ethyl 4-[1-(3-chloro-2-fluorophenyl)-1-cyanoethyl]-2-(methanesulfonyl)pyrimidine-5-carboxylate